(3-fluoro-5-hydroxy-phenyl)boronic acid FC=1C=C(C=C(C1)O)B(O)O